COC=1C=NC(=NC1)NC(=O)C=1C(N(C2=CC=CC=C2C1)C)=O N-(5-Methoxypyrimidin-2-yl)-1-methyl-2-oxo-quinoline-3-carboxamide